[La].[Ni] Nickel-lanthanum